(9'-oxo-3',4',7',9'-tetrahydro-8'H-spiro[azetidine-3,2'-pyrano[2,3-e]isoindol]-8'-yl)piperidine-2,6-dione O=C1N(CC2=CC=C3C(=C12)OC1(CC3)CNC1)N1C(CCCC1=O)=O